C1CN2CCN[C@@H]1C2 (1S,5S)-1,4-diazabicyclo[3.2.1]octane